5-bromo-3-(ethylsulfonyl)-2-[3-ethyl-6-(trifluoromethyl)imidazo[4,5-b]pyridin-2-yl]pyridine BrC=1C=C(C(=NC1)C1=NC=2C(=NC=C(C2)C(F)(F)F)N1CC)S(=O)(=O)CC